1-(2-(1-acryloylazetidin-3-yl)-5-(3-hydroxynaphthalen-1-yl)-3a,7a-dihydrobenzofuran-3-yl)urea C(C=C)(=O)N1CC(C1)C=1OC2C(C1NC(=O)N)C=C(C=C2)C2=CC(=CC1=CC=CC=C21)O